ClC1=CC=C(C=C1)C(C(N1CCC2=CC=C(C=C12)OC(F)(F)F)=O)NC=1C=C(OCC(CC(=O)OCC)C)C=C(C1)OC ethyl 4-(3-((1-(4-chlorophenyl)-2-oxo-2-(6-(trifluoromethoxy)indolin-1-yl)ethyl)amino)-5-methoxyphenoxy)-3-methylbutanoate